CC1=NC(=CC=C1NC(=O)C1CCCCC1)C1=C(C(=NO1)C)NC(=O)O[C@@H](C)C1=C(C=CC=C1)C(F)(F)F (1S,2S)-2-((2-Methyl-6-(3-methyl-4-((((R)-1-(2-(trifluoromethyl)phenyl)ethoxy)carbonyl)amino)isoxazol-5-yl)pyridin-3-yl)carbamoyl)cyclohexan